(E)-2-Hydroxy-5-(5-(3-oxo-3-(p-tolyl)prop-1-en-1-yl)furan-2-yl)benzoic acid OC1=C(C(=O)O)C=C(C=C1)C=1OC(=CC1)\C=C\C(C1=CC=C(C=C1)C)=O